1-[4-(D-glucopyranosyloxy)-2,6-dihydroxyphenyl]-3-(3-hydroxy-4-methoxyphenyl)-1-propanone C1([C@H](O)[C@@H](O)[C@H](O)[C@H](O1)CO)OC1=CC(=C(C(=C1)O)C(CCC1=CC(=C(C=C1)OC)O)=O)O